6-[(2R)-2-[5-fluoro-2-(methylsulfanyl)phenyl]pyrrolidin-1-yl]-N-[(3R)-oxan-3-yl]imidazo[1,2-b]pyridazine-3-carbothioamide FC=1C=CC(=C(C1)[C@@H]1N(CCC1)C=1C=CC=2N(N1)C(=CN2)C(N[C@H]2COCCC2)=S)SC